(6-hydroxy-2-azaspiro[3.3]heptan-2-yl)-[5-[3-(piperidine-1-carbonyl)pyrazolo[1,5-a]pyridin-7-yl]-3-pyridyl]methanone OC1CC2(CN(C2)C(=O)C=2C=NC=C(C2)C2=CC=CC=3N2N=CC3C(=O)N3CCCCC3)C1